3-(5-Ethyl-1,3-thiazol-2-yl)-N-[(1R)-1-(5-methylpyrazin-2-yl)ethyl]-5-[(3R)-tetrahydrofuran-3-ylmethoxy]benzamide C(C)C1=CN=C(S1)C=1C=C(C(=O)N[C@H](C)C2=NC=C(N=C2)C)C=C(C1)OC[C@H]1COCC1